3-(5-methyl-1,3-thiazol-2-yl)-5-[(4aS,7R,7aR)-octahydrocyclopenta[b][1,4]oxazin-7-yloxy]-N-{(1R)-1-[2-(trifluoromethyl)pyrimidin-5-yl]ethyl}benzamide CC1=CN=C(S1)C=1C=C(C(=O)N[C@H](C)C=2C=NC(=NC2)C(F)(F)F)C=C(C1)O[C@@H]1CC[C@H]2[C@H]1OCCN2